C(C)(C)(C)OC(=O)N1C[C@@H](CCC1)C(NC1=NN(C2=CC=C(C=C12)C1=C(C=CC(=C1)C#N)F)C(C1=CC=CC=C1)(C1=CC=CC=C1)C1=CC=CC=C1)=O (3R)-3-{[5-(5-cyano-2-fluorophenyl)-1-trityl-1H-indazol-3-yl]carbamoyl}piperidine-1-carboxylic acid tert-butyl ester